BrC=1C=C(SC1N(C)C)\C=C/1\C(=NOC1=O)C1=CC=CC=C1 (Z)-4-((4-bromo-5-(dimethylamino)thiophen-2-yl)methylene)-3-phenylisoxazol-5(4H)-one